OCCN1CCCCC1 1-[2-hydroxyethyl]piperidine